NC1=CC(=C(C=O)C=C1)OC1CC1 4-AMINO-2-CYCLOPROPOXYBENZALDEHYDE